O[C@H]1CN(C[C@H]1CC(C)C)C(=O)N (3R,4R)-3-hydroxy-4-isobutylpyrrolidine-1-carboxamide